Cl.C[C@@]12[C@@](CNC1)(COC2)C (3aR,6aS)-3a,6a-dimethyl-tetrahydro-1H-furo[3,4-c]pyrrole hydrochloride